S1C(=NC2=C1C=CC=C2)C=2C(OC1=C(C2)C=CC(=C1)N(CC)CC)=O 3-(benzo[d]thiazole-2-yl)-7-(diethylamino)-2H-benzopyran-2-one